methyl-1-[4-(2-hydroxyethoxy)phenyl]-1-propanone CC(C(=O)C1=CC=C(C=C1)OCCO)C